4-benzyl-1,3-dihydro-2H-imidazol-2-one C(C1=CC=CC=C1)C=1NC(NC1)=O